3-chloro-2-(2-chloroethoxy)-5-(2-(4-((2-(7-(piperidin-4-yl)-2,7-diazaspiro[3.5]nonan-2-yl)pyrimidin-4-yl)methoxy)phenyl)propan-2-yl)benzonitrile ClC=1C(=C(C#N)C=C(C1)C(C)(C)C1=CC=C(C=C1)OCC1=NC(=NC=C1)N1CC2(C1)CCN(CC2)C2CCNCC2)OCCCl